hex-5-en-1-yl-2-(4-isobutylphenyl)propanoate C(CCCC=C)OC(C(C)C1=CC=C(C=C1)CC(C)C)=O